3-chloro-1-(2,2-difluoroethyl)-5-(difluoromethyl)-1H-pyrazole-4-formaldehyde ClC1=NN(C(=C1C=O)C(F)F)CC(F)F